ClC=1C=C(N=NC1)N1C[C@@H](CC1)NC1=NN=C(S1)NC([C@H](C1=CC=CC=C1)OC)=O (2S)-N-[5-[[(3R)-1-(5-chloropyridazin-3-yl)pyrrolidin-3-yl]amino]-1,3,4-thiadiazol-2-yl]-2-methoxy-2-phenyl-acetamide